CS(=O)(=O)N1CCN(CC1)C=1N=CC2=C(N1)NC=C2 (4-(methylsulfonyl)piperazin-1-yl)-7H-pyrrolo[2,3-d]pyrimidine